FC1=CC(=C(C=C1)C(C)O)C(F)(F)F 1-(4-fluoro-2-(trifluoromethyl)phenyl)ethan-1-ol